tert-Butyl (2R)-2-[(1S)-1-[(tert-butyldimethylsilyl)oxy]ethyl]-4-[6-(2,5-dimethyl-1H-pyrrol-1-yl)-4-methoxypyridin-3-yl]piperazine-1-carboxylate [Si](C)(C)(C(C)(C)C)O[C@@H](C)[C@@H]1N(CCN(C1)C=1C=NC(=CC1OC)N1C(=CC=C1C)C)C(=O)OC(C)(C)C